ClC1=NC(=CC(=N1)N1[C@@H](COCC1)C)CS(=O)(=O)C (3R)-4-[2-chloro-6-(methylsulfonylmethyl)pyrimidin-4-yl]-3-methylmorpholine